5-((5-(2-(((1r,4r)-4-aminocyclohexyl)oxy)-6-fluorophenyl)-1H-pyrazol-3-yl)amino)pyrazine-2-carbonitrile NC1CCC(CC1)OC1=C(C(=CC=C1)F)C1=CC(=NN1)NC=1N=CC(=NC1)C#N